rac-N-[(3S,4R)-7-ethyl-4-({[(1s,4S)-4-methylcyclohexyl]oxy}methyl)-6-oxo-1,3,4,6-tetrahydro-2H-quinolizin-3-yl]methanesulfonamide C(C)C=1C(N2[C@H]([C@H](CCC2=CC1)NS(=O)(=O)C)COC1CCC(CC1)C)=O |r|